(3R,4S,5R)-3-(4-fluoro-3-methylphenyl)-4,5-dimethyl-5-(trifluoromethyl)dihydrofuran-2(3H)-one FC1=C(C=C(C=C1)[C@@H]1C(O[C@]([C@H]1C)(C(F)(F)F)C)=O)C